di(furan-2-yl)iodophosphine O1C(=CC=C1)P(I)C=1OC=CC1